2-Methyl-5-(6-methyl-3,6-diazabicyclo[3.1.1]heptan-3-yl)-N-(1-(7-(2-methyl-oxazol-5-yl)quinolin-5-yl)cyclopropyl)benzamide CC1=C(C(=O)NC2(CC2)C2=C3C=CC=NC3=CC(=C2)C2=CN=C(O2)C)C=C(C=C1)N1CC2N(C(C1)C2)C